1,1'-(3,3',5,5'-tetrabromo[1,1'-biphenyl]-4,4'-diyl)bis{4-trifluoroacetylamino-3-[(E)-diazenyl]naphthalene-1-sulfonic acid} BrC=1C=C(C=C(C1C1(CC(=C(C2=CC=CC=C12)NC(C(F)(F)F)=O)\N=N\[H])S(=O)(=O)O)Br)C1=CC(=C(C(=C1)Br)C1(CC(=C(C2=CC=CC=C12)NC(C(F)(F)F)=O)\N=N\[H])S(=O)(=O)O)Br